C(C)(=O)C1=NN(C2=C(C=C(C=C12)C=1C=NC(=NC1)C)C)CC(=O)N1[C@@H]2C[C@@]2(C[C@H]1C(=O)NC1=NC(=CC=C1C)Br)CN1CCC1 (1R,3S,5R)-2-(2-(3-acetyl-7-methyl-5-(2-methylpyrimidin-5-yl)-1H-indazol-1-yl)acetyl)-5-(azetidin-1-ylmethyl)-N-(6-bromo-3-methylpyridin-2-yl)-2-azabicyclo[3.1.0]hexane-3-carboxamide